(1S,3R)-3-acetylamino-N-(5-chloro-4-(5-cyano-2,2-dimethyl-2,3-dihydro-1H-pyrrolizin-7-yl)pyridin-2-yl)cyclohexane-1-carboxamide C(C)(=O)N[C@H]1C[C@H](CCC1)C(=O)NC1=NC=C(C(=C1)C=1C=C(N2CC(CC12)(C)C)C#N)Cl